C(C)(C)(C)OC(N[C@H](C(=O)NS(=O)(=O)C)CC(C)(C)C)=O (S)-4,4-dimethyl-1-(N-methylsulfonylamino)-1-oxopent-2-ylcarbamic acid tert-butyl ester